FC1=C(C=CC(=C1)C1=CC=CC=2N1N=CC2C(=O)N2CCCCC2)C2=NOC(N2)=O 3-[2-fluoro-4-[3-(piperidine-1-carbonyl)pyrazolo[1,5-a]pyridin-7-yl]phenyl]-4H-1,2,4-oxadiazol-5-one